1-[(9H-fluoren-9-ylmethoxy)carbonyl]-piperidine-4-carboxylic acid C1=CC=CC=2C3=CC=CC=C3C(C12)COC(=O)N1CCC(CC1)C(=O)O